C(CCC)C=1OC2=C(C1C(=O)C1=CC=C(C=C1)I)C=CC=C2 (2-butyl-benzofuran-3-yl)(4-iodo-phenyl)-methanone